racemic-2-allyl-1-(7-ethyl-7-hydroxy-6,7-dihydro-5H-cyclopenta[b]pyridin-2-yl)-6-((3-methyl-4-(piperazin-1-yl)phenyl)amino)-1,2-dihydro-3H-pyrazolo[3,4-d]pyrimidin-3-one C(C=C)N1N(C2=NC(=NC=C2C1=O)NC1=CC(=C(C=C1)N1CCNCC1)C)C1=CC=C2C(=N1)[C@@](CC2)(O)CC |r|